2-(5-Amino-2-(4-methylpiperazin-1-yl)phenyl)-N-(2-((tert-butyldimethylsilyl)oxy)ethyl)acetamide NC=1C=CC(=C(C1)CC(=O)NCCO[Si](C)(C)C(C)(C)C)N1CCN(CC1)C